4-amino-N-((6-chloro-3-pyridazinyl)methyl)-N-((2R)-1-methoxy-2-propanyl)-1,3-dihydrofuro[3,4-c]quinoline-8-carboxamide NC1=NC=2C=CC(=CC2C2=C1COC2)C(=O)N([C@@H](COC)C)CC=2N=NC(=CC2)Cl